5'-(4-cyclopropyl-1H-imidazol-1-yl)spiro[cyclopropane-1,1'-isoindole] C1(CC1)C=1N=CN(C1)C=1C=C2C=NC3(C2=CC1)CC3